OCCOC(NS(=O)(=O)C=1SC(=CC1C1=CC(=C(C=C1)CN1C(=NC=C1)C(C)(C)C)F)CC(C)C)=O (3-(4-((2-(tert-butyl)-1H-imidazol-1-yl)methyl)-3-fluorophenyl)-5-isobutylthiophene-2-yl)sulfonyl-carbamic acid 2-hydroxyethyl ester